N-(4-(5,6,7,8-tetrahydro-1,8-naphthyridin-2-yl)butyl)formamide methyl-3-fluoro-4-hydroxy-2-methylbenzoate COC(C1=C(C(=C(C=C1)O)F)C)=O.N1=C(C=CC=2CCCNC12)CCCCNC=O